FC1(C2CC(CC(C1)N2C(=O)OC(C)(C)C)=NO)F (±)-tert-butyl 6,6-difluoro-3-(hydroxyimino)-8-azabicyclo[3.2.1]octane-8-carboxylate